[7-[[6-(trifluoromethyl)-3-pyridinyl]methyl]-2-azaspiro[3.5]nonan-2-yl]methanone xenon tellurium [Te].[Xe].FC(C1=CC=C(C=N1)CC1CCC2(CN(C2)C=O)CC1)(F)F